5-((4-hydroxybutyl)amino)oxazole OCCCCNC1=CN=CO1